ClC1=C(C=CC2=C1C(=NC(C=1N2N=C(N1)I)C)C1=C(C=CC=C1F)F)Cl 7,8-dichloro-6-(2,6-difluorophenyl)-2-iodo-4-methyl-4H-[1,2,4]triazolo[1,5-a][1,4]benzodiazepine